tert-butyl 4-(2-(dimethylcarbamoyl)-7,8-dihydro-4H-pyrazolo[1,5-a][1,4]diazepin-5(6H)-yl)-2-(methylthio)-5,6-dihydropyrido[3,4-d]pyrimidine-7(8H)-carboxylate CN(C(=O)C1=NN2C(CN(CCC2)C=2C3=C(N=C(N2)SC)CN(CC3)C(=O)OC(C)(C)C)=C1)C